((1R,8S,9s)-bicyclo[6.1.0]non-4-yn-9-yl)methyl (2-(2-(2-(2-(2,5-dioxo-2,5-dihydro-1H-pyrrol-1-yl)ethoxy)ethoxy)ethoxy)ethyl)carbamate O=C1N(C(C=C1)=O)CCOCCOCCOCCNC(OCC1[C@H]2CCC#CCC[C@@H]12)=O